{5-[(5-Chloro-thiophen-2-ylmethyl)-amino]-biphenyl-2-yl}-carbamic acid propyl ester C(CC)OC(NC1=C(C=C(C=C1)NCC=1SC(=CC1)Cl)C1=CC=CC=C1)=O